C(CCC)OC1=NN2C(C(=N1)N)=NC=C2CC=2C=NN(C2)CC2CNCCC2 2-butoxy-7-((1-(piperidin-3-ylmethyl)-1H-pyrazol-4-yl)methyl)imidazo[2,1-f][1,2,4]triazin-4-amine